BrC1=CC=CC=2C3=C(N(C12)COCC[Si](C)(C)C)CCCC1=C3N=C(N=C1)O 9-bromo-8-((2-(trimethylsilyl)ethoxy)methyl)-5,6,7,8-tetrahydropyrimido[4',5':3,4]cyclohepta[1,2-b]indol-2-ol